C(C1=CC=CC=C1)(=O)O[C@@H]1[C@@H]([C@H](OC(C2=CC=CC=C2)=O)[C@H](O1)COC(C1=CC=CC=C1)=O)F 1,3,5-tri-O-benzoyl-2-deoxy-2-fluoro-alpha-D-ribofuranose